COC(=O)C1CCC(CC1)NCC1=CC(=C(C=C1)N)F (1r,4r)-4-((4-amino-3-fluorobenzyl)amino)cyclohexane-1-carboxylic acid methyl ester